3-(fluoro(o-tolyloxy)methyl)piperidine hydrochloride Cl.FC(C1CNCCC1)OC1=C(C=CC=C1)C